benzyl (S)-((6-(chloromethyl)-7-(dimethylamino)imidazo[1,2-b]pyridazin-2-yl)(4,4-difluorocyclohexyl)methyl)carbamate ClCC=1C(=CC=2N(N1)C=C(N2)[C@H](C2CCC(CC2)(F)F)NC(OCC2=CC=CC=C2)=O)N(C)C